C1(CC1)N1N=CC(=C1)[C@@H]1O[C@@H](CN(C1)C=1N=C(C2=C(N1)C(N(C(=N2)C(F)(F)F)C)=O)C2=C(C=C(C#N)C=C2)F)C 4-(2-((2S,6R)-2-(1-cyclopropyl-1H-pyrazol-4-yl)-6-methylmorpholino)-7-methyl-8-oxo-6-(trifluoromethyl)-7,8-dihydropyrimido[5,4-d]pyrimidin-4-yl)-3-fluorobenzonitrile